C(C)(C)(C)N1CC2(C3=CC=CC=C13)CC(C(C(C2)(C)C)=O)C#N tert-butyl-3-cyano-5,5-dimethyl-4-oxospiro[cyclohexane-1,3'-indolin]